6,6'-{(7-benzyl-1,4,7-triazonane-1,4-diyl)bis[methylene(2-hydroxy-5-methyl-3,1-phenylene)methyleneazanediyl]}di(hexane-1,2,3,4,5-pentol) C(C1=CC=CC=C1)N1CCN(CCN(CC1)CC=1C(=C(C=C(C1)C)CNCC(C(C(C(CO)O)O)O)O)O)CC=1C(=C(C=C(C1)C)CNCC(C(C(C(CO)O)O)O)O)O